1-naphthaleneacetic acid, 1-naphthaleneacetic acid salt C1(=CC=CC2=CC=CC=C12)CC(=O)O.C1(=CC=CC2=CC=CC=C12)CC(=O)O